FC(C=1C=C2CN(CC2=CC1)C1=NC(=NC=C1)C1=NC=NC=C1)(F)F (5-(trifluoromethyl)isoindolin-2-yl)-[2,4'-bipyrimidine]